ClC1=C2C=NNC2=CC=C1C(=O)N1C[C@@H]2N(CC1)C[C@H](CC2)C2=CC(=C(C=C2)F)Cl |r| (4-chloro-1H-indazol-5-yl)-[rac-(7R,9aR)-7-(3-chloro-4-fluorophenyl)-1,3,4,6,7,8,9,9a-octahydropyrido[1,2-a]pyrazin-2-yl]methanone